((1R,4R,7R)-7-amino-2-azabicyclo[2.2.1]heptan-2-yl)(2-(1-(cyclopropylmethyl)-6,7,8,9-tetrahydro-1H-pyrrolo[2,3-f]isoquinolin-2-yl)-7-fluoro-1-methyl-1H-benzo[d]imidazol-5-yl)methanone N[C@H]1[C@@H]2N(C[C@H]1CC2)C(=O)C2=CC1=C(N(C(=N1)C1=CC=3C(=C4CCNCC4=CC3)N1CC1CC1)C)C(=C2)F